butyl N-prop-2-ynylcarbamate C(C#C)NC(OCCCC)=O